C(C)S1C=[N+](C=C1)C 1-ethyl-3-methylthiazolium